C(C)(C)(C)OC(=O)N1CC2(CC2C1)[B-](F)(F)F.[K+] potassium (3-(tert-butoxycarbonyl)-3-azabicyclo[3.1.0]hexan-1-yl)trifluoroborate